N-methyl-2-(methylsulfonyl)acetamide CNC(CS(=O)(=O)C)=O